3,5-dimethyl-2-(3-methyl-2-buten-1-yl)p-benzoquinone CC1=C(C(C=C(C1=O)C)=O)CC=C(C)C